C1[C@@H](O1)COS(=O)(=O)C2=CC=C(C=C2)[N+](=O)[O-] Glycidyl (R)-(-)-4-nitrobenzenesulfonate